3-((7-ethyl-6,6a,7,8,9,10,12,13-octahydro-5H-6,9-methano-pyrido[1',2':1,2]-azepino[4,5-b]-indol-2-yl)oxy)-3-oxo-propanic acid C(C)C1CC2CN3C1C(C=1NC4=CC=C(C=C4C1CC3)OC(CC(=O)O)=O)C2